2-(1,1-bis(2-cyanophenyl)propan-2-yl)-5-hydroxy-N-(isoxazol-4-yl)-6-oxo-1,6-dihydropyrimidine-4-carboxamide C(#N)C1=C(C=CC=C1)C(C(C)C=1NC(C(=C(N1)C(=O)NC=1C=NOC1)O)=O)C1=C(C=CC=C1)C#N